3-(4-cyclobutoxybenzyl)-1-((1-ethylpyrrolidin-3-yl)methyl)-1-(4-fluorophenylmethyl)urea C1(CCC1)OC1=CC=C(CNC(N(CC2=CC=C(C=C2)F)CC2CN(CC2)CC)=O)C=C1